Cl.C1(CC1)C[C@H](N)B1O[C@@]2([C@H](O1)C[C@H]1C([C@@H]2C1)(C)C)C (R)-2-cyclopropyl-1-((3aS,4S,6S,7aR)-3a,5,5-trimethylhexahydro-4,6-methanobenzo[d][1,3,2]dioxaborol-2-yl)ethan-1-amine hydrochloride